C(C#C)N(C(=O)C=1C=NN(C1C)C(C)C(C)SC)C1=CN=NC=C1 N-propargyl-N-(pyridazin-4-yl)-1-(3-(methylthio)butan-2-yl)-5-methyl-1H-pyrazole-4-carboxamide